ClC1=NC=CC(=N1)NC=1C=NC2=CC(=C(C=C2C1)F)F N-(2-chloropyrimidin-4-yl)-6,7-difluoroquinolin-3-amine